C1(CCC1)N1N=CC=2N=C(N=C(C21)N[C@H](C)C=2C=NC1=CC=CC=C1C2)N2CCN(CC2)C(C)=O 1-{4-[1-Cyclobutyl-7-((R)-1-quinolin-3-yl-ethylamino)-1H-pyrazolo[4,3-d]pyrimidin-5-yl]-piperazin-1-yl}-ethanon